1-fluorocyclopropan FC1CC1